2-((2-chloro-5-cyano-3-(4-((3R,4R)-4-hydroxypyrrolidin-3-yl)piperazin-1-yl)phenyl)amino)-4-(cyclopropylamino)pyrazolo[1,5-a][1,3,5]triazine-8-carbonitrile ClC1=C(C=C(C=C1N1CCN(CC1)[C@@H]1CNC[C@H]1O)C#N)NC1=NC=2N(C(=N1)NC1CC1)N=CC2C#N